BrC1=C(C=C2C(=CN(C2=C1)C(C(C)(C)C)=O)CNC(OC(C)(C)C)=O)F tert-butyl (6-bromo-5-fluoro-1-pivaloyl-1H-indol-3-yl)methylcarbamate